4-(4-aminophenyl)-2-fluoro-5-(naphthalen-2-yl)-5-oxopentanoic acid ethyl ester C(C)OC(C(CC(C(=O)C1=CC2=CC=CC=C2C=C1)C1=CC=C(C=C1)N)F)=O